COC(=O)CCS 2-(methoxycarbonyl)ethanethiol